(1S,2R,3R,4R,5S)-4-(4-((2-(2-(2-aminoethoxy)ethoxy)ethoxy)methyl)-1H-1,2,3-triazol-1-yl)-1-(hydroxymethyl)-6,8-dioxabicyclo[3.2.1]octane-2,3-diol TFA salt OC(=O)C(F)(F)F.NCCOCCOCCOCC=1N=NN(C1)[C@@H]1[C@H]([C@H]([C@@]2(CO[C@H]1O2)CO)O)O